(1R,3S)-3-[8-(methoxycarbonyl)-3-[(2R)-1-phenylpropan-2-yl]-3H,6H,7H,8H,9H-imidazo[4,5-h]isoquinolin-2-yl]cyclohexane-1-carboxylic acid COC(=O)N1CC=2C3=C(C=CC2CC1)N(C(=N3)[C@@H]3C[C@@H](CCC3)C(=O)O)[C@@H](CC3=CC=CC=C3)C